Cl.ClC=1C(=C(CC(CN)NCC(F)F)C=CC1)F (3-chloro-2-fluorobenzyl)-N1-(2,2-difluoroethyl)ethane-1,2-diamine hydrochloride